C1(CCCCC1)CN1CCC2(C(C2)CNC=2N=NC(=CC2)C=2C(=NN(C2)C)C)CC1 N-[[6-(cyclohexylmethyl)-6-azaspiro[2.5]octan-2-yl]methyl]-6-(1,3-dimethylpyrazol-4-yl)pyridazin-3-amine